2-(4-(3-((6-(3-((3-ethoxypyridin-2-yl)oxy)phenyl)pyrazin-2-yl)amino)-3-oxopropyl)phenyl)-2-methylpropanoic acid C(C)OC=1C(=NC=CC1)OC=1C=C(C=CC1)C1=CN=CC(=N1)NC(CCC1=CC=C(C=C1)C(C(=O)O)(C)C)=O